acryloxyheptyliododimethylsilane C(C=C)(=O)OCCCCCCC[Si](C)(C)I